FC1=C(C=CC(=C1O)F)C1=NN=C(S1)CN1C2(CC2)C(N(C1=O)[C@@H](C(F)(F)F)C1=C(C=C(C=C1)F)F)=O (R)-4-((5-(2,4-difluoro-3-hydroxyphenyl)-1,3,4-thiadiazol-2-yl)methyl)-6-(1-(2,4-difluorophenyl)-2,2,2-trifluoroethyl)-4,6-diazaspiro[2.4]heptane-5,7-dione